ethyl alpha-hydroxypentanoate OC(C(=O)OCC)CCC